1,2-dimethyl-3-ethylimidazole tetrafluoroborate F[B-](F)(F)F.CN1C(N(C=C1)CC)C